C(C)(C)(C)OC(CCOC(C)C)=O.[Cl-].C(CCC)N1C=[N+](C=C1)C 1-Butyl-3-methyl-imidazolium chlorid tert-butyl-3-isopropoxypropanoate